BrC=1C2=C(SC1C(F)(F)P(OCC)(OCC)=O)C(=CC(=C2)C#C)OCCCC(F)(F)F diethyl ((3-bromo-5-ethynyl-7-(4,4,4-trifluorobutoxy)benzo[b]thiophen-2-yl)difluoromethyl)phosphonate